[2H]C=1C(=CC(=NC1)C(=O)N)NC(=O)[C@H]1O[C@@]([C@@H]([C@H]1C1=C(C(=C(C=C1)F)F)OC)C)(C(F)(F)F)C 5-Deuterio-4-[[(2S,3S,4R,5S)-3-(3,4-difluoro-2-methoxyphenyl)-4,5-dimethyl-5-(trifluoromethyl)tetrahydrofuran-2-carbonyl]amino]pyridin-2-carboxamid